FC(C=1C=C(C=CC1)C(C(=O)Cl)C(=O)Cl)(F)F 2-(3-trifluoromethyl-phenyl)malonyl chloride